4,4'-bis(2-octyldodecyl)-2,2'-bithiophene C(CCCCCCC)C(CC=1C=C(SC1)C=1SC=C(C1)CC(CCCCCCCCCC)CCCCCCCC)CCCCCCCCCC